2-((1R,2S)-1-(2-cyanophenyl)-1-(1,5-dimethyl-1H-pyrazol-4-yl)propan-2-yl)-5-hydroxy-N-(isoxazol-4-yl)-1-methyl-6-oxo-1,6-dihydropyrimidine-4-carboxamide C(#N)C1=C(C=CC=C1)[C@@H]([C@H](C)C=1N(C(C(=C(N1)C(=O)NC=1C=NOC1)O)=O)C)C=1C=NN(C1C)C